NC=1C2=C(N=CN1)N(C=C2C(F)(F)F)[C@H]2[C@@H]([C@@H]([C@](O2)(CO)F)O)O (2S,3S,4R,5R)-5-(4-amino-5-(trifluoromethyl)-7H-pyrrolo[2,3-d]pyrimidin-7-yl)-2-fluoro-2-(hydroxymethyl)tetrahydrofuran-3,4-diol